P(=O)(O)(O)OC[C@H]([C@H]([C@@H](C(CO)=O)O)O)O fructose 6-phosphate